2,5-dihydroxyterephthalic acid nickel [Ni].OC1=C(C(=O)O)C=C(C(=C1)C(=O)O)O